(azidomethyl)-1H-pyrazole-5-carboxylic acid N(=[N+]=[N-])CN1N=CC=C1C(=O)O